6-cyclopropyl-2-methyl-4-(((R)-1-(2-methyl-3-(trifluoromethyl)phenyl)ethyl)amino)-8-(pyrrolidin-2-yl)-2,6-dihydropyrido[3,4-d]pyridazine-1,7-dione C1(CC1)N1C=C2C(=NN(C(C2=C(C1=O)C1NCCC1)=O)C)N[C@H](C)C1=C(C(=CC=C1)C(F)(F)F)C